OC(C12CC(C1)(C2)C=2C=C(C(=O)O)C=CC2)C2=CC=C(C=C2)OC 3-(3-(hydroxyl(4-methoxyphenyl)methyl)bicyclo[1.1.1]pentan-1-yl)benzoic acid